NCC1=CC(=CNC1=O)[C@H]1CN(CCC1(F)F)[C@H](C(=O)NC1=NC=C(N=C1)OC1=CC=C(C=C1)F)C (S)-2-((S)-3-(5-(aminomethyl)-6-oxo-1,6-dihydropyridin-3-yl)-4,4-difluoropiperidin-1-yl)-N-(5-(4-fluorophenoxy)pyrazin-2-yl)propanamide